COC(CN1C2=CC=CC=C2C=2CCN(CC12)C(C1=CC(=CC=C1)F)=O)=O [2-(3-fluorobenzoyl)-2,3,4,9-tetrahydro-1H-β-carbolin-9-yl]-acetic acid methyl ester